C(#C)C1=CC=C(C=C1)[C@@H]1C[C@H](CN(C1)CC1=CC=C(C=C1)C1(N=N1)C(F)(F)F)CC(=O)O 2-((3S,5S)-5-(4-ethynylphenyl)-1-(4-(3-(trifluoromethyl)-3H-diazirin-3-yl)benzyl)piperidin-3-yl)acetic acid